ethyl (S)-2-(4-(4-chlorophenyl)-2,3,6-trimethyl-1-((1-methyl-1H-pyrazol-4-yl)methyl)-1H-pyrrolo[2,3-b]pyridin-5-yl)-2-hydroxyacetate ClC1=CC=C(C=C1)C1=C2C(=NC(=C1[C@@H](C(=O)OCC)O)C)N(C(=C2C)C)CC=2C=NN(C2)C